C(=C\CCCCC)/N1C(C=CC=C1)=O (E)-1-(Hept-1-en-1-yl)pyridin-2(1H)-one